6,7-dihydro-4H-pyrazolo[1,5-a]pyrazine-5-carboxylate N1=CC=C2N1CCN(C2)C(=O)[O-]